C(C)(C)(C)OC(CCCCCCCCCCCCCCN1C(CCC1=O)=O)=O 15-(2,5-dioxopyrrolidin-1-yl)pentadecanoic acid-1-tert-butyl ester